5-phenyl-2,4-pentadienal C1(=CC=CC=C1)C=CC=CC=O